FC1=C(C=CC(=C1OC)OC)CC[C@@H](O)C=1C=C(OCC(=O)OC(C)(C)C)C=CC1 tert-butyl (R)-2-(3-(3-(2-fluoro-3,4-dimethoxyphenyl)-1-hydroxypropyl)phenoxy)acetate